(2S,4R)-N,N-diethyl-4-methoxy-1-(2-((S)-1-phenylethylamino)pyrimidine-4-carbonyl)pyrrolidine-2-carboxamide C(C)N(C(=O)[C@H]1N(C[C@@H](C1)OC)C(=O)C1=NC(=NC=C1)N[C@@H](C)C1=CC=CC=C1)CC